(S)-(3-hydroxybutyrat) O[C@H](CC(=O)[O-])C